5-methyl-8-[(2S)-2-methylazetidin-1-yl]-6-[1-(1-methylazetidin-3-yl)imidazol-4-yl]imidazo[1,2-a]pyrazine CC1=C(N=C(C=2N1C=CN2)N2[C@H](CC2)C)C=2N=CN(C2)C2CN(C2)C